5-(1-((7-ethyl-6-oxo-5,6-dihydro-1,5-naphthyridin-3-yl)methyl)pyrrolidin-3-yl)-N-methylpyridineamide C(C)C=1C(NC=2C=C(C=NC2C1)CN1CC(CC1)C=1C=CC(=NC1)C(=O)NC)=O